C(C)OC(=O)C=1N(C=CN1)C1CNC1 (azetidin-3-yl)-1H-imidazole-2-carboxylic acid ethyl ester